IC1=CC=CC(=C1)C=C 2-iodo-4-vinylbenzene